C1CCC12CN(CC2)C(=O)[O-] 6-azaspiro[3.4]Octane-6-carboxylate